5-[(4-methoxybenzyl)(4-dimethylaminobenzyl)aminocarbonyloxyethoxyethoxy]dimethylbenzylamine COC1=CC=C(CC(COC=2C=CC=C(CN(C)C)C2)OCCOC(=O)NCC2=CC=C(C=C2)N(C)C)C=C1